C(C=C)(=O)OCCNC N-methylaminoethyl acrylate